FC1=CC=C2C(=CN(C2=C1SC)COCC[Si](C)(C)C)C1=NC(=NC=C1C(F)(F)F)N[C@@H]1CN(CCC1)C(=O)[O-] (S)-3-((4-(6-Fluoro-7-(methylthio)-1-((2-(trimethylsilyl)ethoxy)methyl)-1H-indole-3-yl)-5-(trifluoromethyl)pyrimidin-2-yl)amino)piperidine-1-carboxylate